octafluorobipyridine FC1=C(C(=C(C(=N1)C1=NC(=C(C(=C1F)F)F)F)F)F)F